C(C)(C)(C)OC(=O)N1C=C(C2=CC=CC=C12)CCO 3-(2-Hydroxyethyl)-1H-indole-1-carboxylic acid tert-butyl ester